COC1=C(NC=2N=C(N=NC2C(=O)NC)SC)C=CC=C1C1=NN(C=N1)C 5-[2-methoxy-3-(1-methyl-1,2,4-triazol-3-yl)anilino]-N-methyl-3-methylsulfanyl-1,2,4-triazine-6-carboxamide